4-((2S,5R)-4-Acryloyl-2,5-dimethylpiperazin-1-yl)-6-chloro-7-(2-fluorophenyl)-1-neopentylpyrido[2,3-d]pyrimidin-2(1H)-one C(C=C)(=O)N1C[C@@H](N(C[C@H]1C)C=1C2=C(N(C(N1)=O)CC(C)(C)C)N=C(C(=C2)Cl)C2=C(C=CC=C2)F)C